C(C)(C)OC=1C(=NC=C(C1)CN1C[C@@H](NCC1)C1=C(C=CC=C1)OC(C)C)N1CCOCC1 4-(3-isopropoxy-5-{[(3S)-3-(2-isopropoxyphenyl)piperazin-1-yl]methyl}pyridin-2-yl)morpholine